ClC1=CC=C(C=C1)C=1C=CC=C2CC(NC12)=O 7-(4-chlorophenyl)-2,3-dihydro-1H-indol-2-one